BrC1=CC=C(CC(C#N)C#N)C=C1 2-(4-bromobenzyl)malononitrile